dimethyl (2,2,2-trifluoroethyl) phosphate P(=O)(OC)(OC)OCC(F)(F)F